N-(tert-butoxycarbonyl)-O-tert-butyltyrosine C(C)(C)(C)OC(=O)N[C@@H](CC1=CC=C(C=C1)OC(C)(C)C)C(=O)O